CC1=NN(C(=C1)C)CC(=O)N1CCC2(C(C2)CNC(=O)C2=CC=3C(=CN=CC3)O2)CC1 N-[[6-[2-(3,5-dimethylpyrazol-1-yl)acetyl]-6-azaspiro[2.5]octan-2-yl]methyl]furo[2,3-c]pyridine-2-carboxamide